O=C1N(CCC(N1)=O)C=1C=NC=CC1CN(C)CC1=CC=C(C=C1)C=1OC2=C(C1)C=C(C=C2C(=O)N)F 2-(4-((((3-(2,4-dioxotetrahydropyrimidin-1(2H)-yl)pyridin-4-yl)methyl)(methyl)amino)methyl)phenyl)-5-fluorobenzofuran-7-carboxamide